tert-butyl 2-(benzylthio)-8-((methylsulfonyl) oxy)-7,8-dihydro-1,6-naphthyridine-6(5H)-carboxylate C(C1=CC=CC=C1)SC1=NC=2C(CN(CC2C=C1)C(=O)OC(C)(C)C)OS(=O)(=O)C